NC1=NC(=NC(=N1)NC)NC1=CC=C(C=C1)F 2-amino-4-methylamino-6-(4-fluoroanilino)-1,3,5-triazine